OC1(CC(CCC1)C(=O)O)C(F)(F)F 3-hydroxy-3-(trifluoromethyl)cyclohexane-1-carboxylic acid